(R)-2-(4-(3-methylpiperazin-1-yl)-5-phenyl-7H-pyrrolo[2,3-d]pyrimidin-7-yl)isonicotinonitrile C[C@@H]1CN(CCN1)C=1C2=C(N=CN1)N(C=C2C2=CC=CC=C2)C=2C=C(C#N)C=CN2